C(O)C(C(=O)OCCCC)(C(=O)OCCCC)CO dibutyl dimethylolmalonate